4-(bis(2-chloroethyl)amino)phenol ClCCN(C1=CC=C(C=C1)O)CCCl